3-(3-methylimidazo[1,2-b]pyridazin-6-yl)aniline CC1=CN=C2N1N=C(C=C2)C=2C=C(N)C=CC2